[2-[1-(cyclopropylmethyl)-6-(2-hydroxypropan-2-yl)pyrrolo[2,3-b]pyridin-2-yl]-5-methoxy-3-methylimidazo[1,2-a]pyridin-7-yl]methanone C1(CC1)CN1C(=CC=2C1=NC(=CC2)C(C)(C)O)C=2N=C1N(C(=CC(=C1)C=O)OC)C2C